C(C)(C)(C)OC(=O)N1CC(C1)OC=1C=CC(=C2C=C(N=CC12)NC1=CC=C2C(=N1)[C@H](C(OC2=O)(C)C)C)C(C)(C)N=[N+]=[N-] (R)-3-((5-(2-azidopropan-2-yl)-3-((7,7,8-trimethyl-5-oxo-7,8-dihydro-5H-pyrano[4,3-b]pyridin-2-yl)amino)isoquinolin-8-yl)oxy)azetidine-1-carboxylic acid tert-butyl ester